C(C)(C)C1=NC=CC(=C1N1C(NC(C2=C1N=CC=C2)=O)=O)C 1-(2-isopropyl-4-methylpyridin-3-yl)pyrido[2,3-d]pyrimidine-2,4(1H,3H)-dione